ClC1=NC(=C(C(=N1)Cl)C(=O)OC)C methyl 2,4-dichloro-6-methyl-pyrimidine-5-carboxylate